S1C2=C(C=C1)C(=CC=C2)N2CCN(CC2)CCC2(CCC(CC2)NC(=O)NC2CC2)F 1-(Cis-4-(2-(4-(benzo[b]thiophen-4-yl)piperazin-1-yl)ethyl)-4-fluorocyclohexyl)-3-cyclopropylurea